3-nitro-N,N-dimethylbenzamide [N+](=O)([O-])C=1C=C(C(=O)N(C)C)C=CC1